C([O-])(O)=O.C(C)[NH+](CC)CC triethylammonium bicarbonate salt